C(CCCCC)C(C(=O)OCCCCCCCN(CCCCCCCCN(C)CCCCCCCOC(C(CCCCCCCC)CCCCCC)=O)C)CCCCCCCC (octane-1,8-diylbis(methylazanediyl))bis(heptane-7,1-diyl) bis(2-hexyldecanoate)